CC=1C(=C(C=C(C1)C)O)C1=NC=2N(C=C1)N=C(N2)N[C@H]2CN(CCC2)C (R)-3,5-dimethyl-2-(2-((1-methylpiperidin-3-yl)amino)-[1,2,4]triazolo[1,5-a]pyrimidin-5-yl)phenol